FC1=CC(=C(C=C1)[C@@H]1[C@H](O[C@@]([C@@H]1C)(C(F)(F)F)C)C(=O)NC1=CC(=NC=C1)C(=O)N)OC |o1:7,8,10,11| rel-(2S,3R,4R,5S)-4-[[3-(4-fluoro-2-methoxy-phenyl)-4,5-dimethyl-5-(trifluoromethyl)tetrahydrofuran-2-carbonyl]amino]pyridine-2-carboxamide